N-(5-(1-amino-1-(4-cyanophenyl)-3-cyclopropylpropyl)-2-fluorophenyl)-1-(3-(aminomethyl)phenyl)-3-(trifluoromethyl)-1H-pyrazole-5-carboxamide NC(CCC1CC1)(C1=CC=C(C=C1)C#N)C=1C=CC(=C(C1)NC(=O)C1=CC(=NN1C1=CC(=CC=C1)CN)C(F)(F)F)F